N-(5-(4-(4-acryloylpiperazin-1-yl)quinazoline-6-yl)-2-chloropyridine-3-yl)-5-chlorothiophene-2-sulfonamide C(C=C)(=O)N1CCN(CC1)C1=NC=NC2=CC=C(C=C12)C=1C=C(C(=NC1)Cl)NS(=O)(=O)C=1SC(=CC1)Cl